C(C)(C)(C)C1=CC=C(C=C1)/C=C/C(=O)NC1=CC2=C(OCCO2)C=C1 (E)-3-(4-tert-butylphenyl)-N-(2,3-dihydrobenzo[b][1,4]dioxin-6-yl)acrylamide